(S)-N-(5-(3-hydroxypyrrolidin-1-yl)-2-morpholinyloxazolo[4,5-b]pyridin-6-yl)-5-(2-methylpyridin-4-yl)thiophene-2-carboxamide O[C@@H]1CN(CC1)C1=C(C=C2C(=N1)N=C(O2)N2CCOCC2)NC(=O)C=2SC(=CC2)C2=CC(=NC=C2)C